NC=1C=CC(=NC1)C1=C(C(=NO1)C)NC(O[C@H](C)C=1C(=NC=CC1)Cl)=O (R)-1-(2-chloropyridin-3-yl)ethyl (5-(5-aminopyridin-2-yl)-3-methylisoxazol-4-yl)carbamate